N-(4-(3-Amino-1H-indazol-5-yl)pyridin-2-yl)-2-(3-pyridyl)acetamide NC1=NNC2=CC=C(C=C12)C1=CC(=NC=C1)NC(CC=1C=NC=CC1)=O